N-(2-hydroxyphenyl)-3,5-bis-trifluoromethyl-benzamide OC1=C(C=CC=C1)NC(C1=CC(=CC(=C1)C(F)(F)F)C(F)(F)F)=O